ethyl (7a's)-2,2-difluoro-5'-oxo-dihydro-1'h,3'h-spiro[cyclopropane-1,2'-pyrrolizine]-7a'(5'h)-carboxylate FC1(CC12C[C@@]1(CCC(N1C2)=O)C(=O)OCC)F